CC1=CC=C(C=C1)S(=O)(=O)O.C(C1=CC=CC=C1)OC([C@@H](N)CC(=O)OCC1=CC=CC=C1)=O L-aspartic acid dibenzyl ester para-toluenesulfonate